FC=1C=2N(C=C(C1)C1=CC=3N=CN(C(C3S1)=O)C=1CCN(CC1)C(=O)OC(C)(C)C)C=C(N2)C tert-butyl 4-(6-{8-fluoro-2-methylimidazo[1,2-a]pyridin-6-yl}-4-oxothieno[3,2-d]pyrimidin-3-yl)-3,6-dihydro-2H-pyridine-1-carboxylate